N-({4-[2-(2-aminopyridin-3-yl)-5-{8-oxa-3-azabicyclo[3.2.1]octan-3-yl}imidazo[4,5-b]pyridin-3-yl]phenyl}methyl)-2-(4-formyl-3-hydroxyphenyl)acetamide NC1=NC=CC=C1C1=NC=2C(=NC(=CC2)N2CC3CCC(C2)O3)N1C1=CC=C(C=C1)CNC(CC1=CC(=C(C=C1)C=O)O)=O